trisbromoneopentanol BrCC(C(O)(Br)Br)(C)C